BrC1=CN2C(S1)=C(C=N2)C(=O)NC=2C(=NC=C(C2)NC(=O)NCC2CCN(CC2)C)C 2-bromo-N-(2-methyl-5-(3-((1-methylpiperidin-4-yl)methyl)ureido)pyridin-3-yl)pyrazolo[5,1-b]Thiazole-7-carboxamide